F[C@H]1C(C2=C(NC=3N=CC=CC3[C@@]2(C2=CC(=CC=C2)C2=C(C=NC=C2)CC(F)(F)F)C)CC1(C)C)=O (5S,7R)-7-fluoro-5,8,8-trimethyl-5-[3-[3-(2,2,2-trifluoroethyl)-4-pyridyl]phenyl]-9,10-dihydro-7H-benzo[b][1,8]naphthyridin-6-one